C(#N)C1=NC=CC(=C1)NS(=O)(=O)C N-(2-cyanopyridin-4-yl)methanesulfonamide